BrC=1C(=C2CCCC2=CC1)Cl 5-Bromo-4-chloro-2,3-dihydro-1H-indene